methyl 3-[4-(7H-pyrrolo[2,3-d]-pyrimidin-4-yl)-1H-pyrazol-1-yl]-pentyl carbonate C(OC)(OCCC(CC)N1N=CC(=C1)C=1C2=C(N=CN1)NC=C2)=O